FC=1C=C(C=CC1OC)S(/C=C/CNC(=O)C=1C(NC=CC1)=O)(=O)=N N-[(2E)-3-[(3-fluoro-4-methoxyphenyl)(imino)oxo-λ6-sulfanyl]prop-2-en-1-yl]-2-oxo-1,2-dihydropyridine-3-carboxamide